tert-butyl (1-(8-iodo-[1,2,4]triazolo[4,3-c]pyrimidin-5-yl)-4-methylpiperidin-4-yl)carbamate IC=1C=2N(C(=NC1)N1CCC(CC1)(C)NC(OC(C)(C)C)=O)C=NN2